(S)-N-(2,6-dioxopiperidin-3-yl)-6-(4-formylpiperidin-1-yl)nicotinamide O=C1NC(CC[C@@H]1NC(C1=CN=C(C=C1)N1CCC(CC1)C=O)=O)=O